C(C1=CC=CC=C1)N1C[C@H](C[C@@H](C1)O[Si](C)(C)C(C)(C)C)NC(OC(C)(C)C)=O |&1:11| tert-butyl N-[(3S,SR)-1-benzyl-5-[tert-butyl (dimethyl) silyl] oxy-3-piperidyl]carbamate